7-bromo-2-((tert-butyldimethylsilyloxy)methyl)-N-(3-chloro-2-methylphenyl)pyrido[3,2-d]pyrimidin-4-amine BrC1=CC=2N=C(N=C(C2N=C1)NC1=C(C(=CC=C1)Cl)C)CO[Si](C)(C)C(C)(C)C